1-(pyridin-3-yl)-4-tert-butoxycarbonyl-piperazin-2-one N1=CC(=CC=C1)N1C(CN(CC1)C(=O)OC(C)(C)C)=O